C1(CCC1)[C@@H](C(=O)N[C@H]1C2=C(C(N3N(C1=O)CC1(CC1)C3)=O)C=CC=C2)CC(=O)NC2=CC(=NN2C)NC(C(C)C)=O (S)-2-Cyclobutyl-N1-((S)-5,11-dioxo-10,11-dihydro-1H,3H,5H-spiro[benzo[d]pyrazolo[1,2-a][1,2]diazepin-2,1'-cyclopropan]-10-yl)-N'-(3-isobutyramido-1-methyl-1H-pyrazol-5-yl)succinamid